(2S)-4-[{(1R)-1-[1-Benzyl-4-(2,5-difluorophenyl)-1H-pyrrol-2-yl]-2,2-dimethylpropyl}(glycoloyl)amino]-2-{[(benzyloxy)carbonyl]amino}butyric acid C(C1=CC=CC=C1)N1C(=CC(=C1)C1=C(C=CC(=C1)F)F)[C@@H](C(C)(C)C)N(CC[C@@H](C(=O)O)NC(=O)OCC1=CC=CC=C1)C(CO)=O